1-(4-(Azetidin-1-yl)-2,5-dimethyl-5,7-dihydro-6H-pyrrolo[3,4-d]-pyrimidin-6-yl)-2-(1-(2-(trifluoromethyl)pyridin-4-yl)azetidin-3-yl)ethan-1-one N1(CCC1)C=1C2=C(N=C(N1)C)CN(C2C)C(CC2CN(C2)C2=CC(=NC=C2)C(F)(F)F)=O